FC1=C(C=CC(=C1)[C@@H]1NCCC1)C=1N=C2SC3=C(N2C1OC(C)C)C=CC(=C3)C(=O)NCCCN3CCC(CC3)F (R)-2-(2-fluoro-4-(pyrrolidin-2-yl)phenyl)-N-(3-(4-fluoropiperidin-1-yl)propyl)-3-isopropoxybenzo[d]imidazo[2,1-b]thiazole-7-carboxamide